3,5-dimethyl-4-oxo-1,3,5-triazinane-1-carboxylic acid benzyl ester C(C1=CC=CC=C1)OC(=O)N1CN(C(N(C1)C)=O)C